(5S)-5-(3,5-difluorophenyl)-2-{trans-3-[3-(1,3,4-oxadiazol-2-yl)phenoxy]cyclobutyl}-2,5,6,7-tetrahydro-3H-pyrrolo[2,1-c][1,2,4]triazol-3-one FC=1C=C(C=C(C1)F)[C@@H]1CCC2=NN(C(N21)=O)[C@@H]2C[C@H](C2)OC2=CC(=CC=C2)C=2OC=NN2